FC(C=1C=NC(=NC1)N1C(CNCC1)=O)(F)F 1-(5-(trifluoromethyl)pyrimidin-2-yl)piperazin-2-one